(5R)-5-[6-[2-hydroxy-6-methyl-4-(trifluorometh-yl)phenyl]pyrazolo[3,4-b]pyridin-2-yl]piperidin-2-one OC1=C(C(=CC(=C1)C(F)(F)F)C)C=1C=CC=2C(N1)=NN(C2)[C@@H]2CCC(NC2)=O